6-(imidazo[1,2-a]pyridine-3-carbonyl)-N-(3-isobutyl-1-methyl-1H-pyrazol-5-yl)-4,5,6,7-tetrahydrothieno[2,3-c]pyridine-3-carboxamide N=1C=C(N2C1C=CC=C2)C(=O)N2CC1=C(CC2)C(=CS1)C(=O)NC1=CC(=NN1C)CC(C)C